C(=C)N1C(CCC1=O)=O N-vinyl-succinic acid imide